tert-butyl (4RS,6S)-2-bromo-4,6-dimethyl-6,7-dihydropyrazolo[1,5-a]pyrazine-5(4H)-carboxylate BrC1=NN2C([C@H](N([C@H](C2)C)C(=O)OC(C)(C)C)C)=C1 |&1:5|